C(CCCCCCC)OC1=CC=C(C=C1)C1=CC=C(C=C1)C=1NC=C(C1C(=O)OCC1=CC=CC=C1)C1=CC=CC=C1 benzyl 2-(4'-(octyloxy)-[1,1'-biphenyl]-4-yl)-4-phenyl-1H-pyrrole-3-carboxylate